(S)-2-(6'-bromospiro[cyclopropane-1,3'-isochroman]-8'-yl)pyrrole trifluoroacetate FC(C(=O)O)(F)F.BrC=1C=C2CC3(OCC2=C(C1)C=1NC=CC1)CC3